P(=O)(OCCCO)(O)O 3-Hydroxypropyl dihydrogen phosphate